(R or S)-N-(5,6-difluoro-1H-indol-3-yl)-1-(6-(4,4-difluoropiperidin-1-yl-3,3,5,5-d4)-5-fluoropyridin-3-yl)-1H-1,2,3-triazole-4-carboxamide FC=1C=C2C(=CNC2=CC1F)NC(=O)C=1N=NN(C1)C=1C=NC(=C(C1)F)N1CC(C(C(C1)([2H])[2H])(F)F)([2H])[2H]